(S)-4-(2-(2,5-dimethyl-1,2,3,4-tetrahydroisoquinolin-7-yl)-5H-pyrrolo[2,3-b]pyrazin-7-yl)-N-(2-hydroxypropyl)-N-methylbenzamide CN1CC2=CC(=CC(=C2CC1)C)C=1N=C2C(=NC1)NC=C2C2=CC=C(C(=O)N(C)C[C@H](C)O)C=C2